O=C1NC(CCC1N1C(C2=CC=CC(=C2C1=O)NCC)=O)=O 2-(2,6-dioxopiperidin-3-yl)-4-(ethylamino)isoindoline-1,3-dione